COC(=O)C1=NC=2N(C=C1)C(=C(N2)C2=NC(=NN2CC2=CC=C(C=C2)OC)Br)I 2-(3-bromo-1-(4-methoxybenzyl)-1H-1,2,4-triazol-5-yl)-3-iodoimidazo[1,2-a]pyrimidine-7-carboxylic acid methyl ester